2-(((tert-butyldiphenylsilyl)oxy)methyl)-2-ethynyltetrahydrofuran-3-yl (tert-butoxycarbonyl)glycinate C(C)(C)(C)OC(=O)NCC(=O)OC1C(OCC1)(C#C)CO[Si](C1=CC=CC=C1)(C1=CC=CC=C1)C(C)(C)C